m-carboxyphenylalanine C(=O)(O)C=1C=C(C[C@H](N)C(=O)O)C=CC1